3-(3-iodophenyl)propionitril IC=1C=C(C=CC1)CCC#N